COC1=C(C(=O)OCC(C(CO)(C)C)(C)C)C(=CC=C1)OC 4-hydroxy-2,2,3,3-tetramethylbutyl 2,6-dimethoxybenzoate